3-(2-(6-chloro-3-(ethylsulfanyl)pyridin-2-yl)-1-methyl-1H-benzimidazol-5-yl)-5-(trifluoromethyl)-1,2,4-dioxazole ClC1=CC=C(C(=N1)C1=NC2=C(N1C)C=CC(=C2)C2OOC(=N2)C(F)(F)F)SCC